Methyldodecylbenzyl-trimethyl-ammonium CC([N+](C)(C)CC1=CC=CC=C1)CCCCCCCCCCCC